FC=1C=C(C(=NC1)OC)[C@@H](C)N (R)-1-(5-fluoro-2-methoxypyridin-3-yl)ethan-1-amine